C(CCC)C1(C(CCCC1)(C(=O)O)CCCC)C(=O)O di-n-butyl-cyclohexane-1,2-dicarboxylic acid